ClC1=NC=C(C=N1)C(C(F)(F)F)=O 1-(2-chloropyrimidin-5-yl)-2,2,2-trifluoroethanone